N-[2-amino-5-(4-methyl-2-thienyl)phenyl]-4-(methylsulfonimidoyl)benzamide NC1=C(C=C(C=C1)C=1SC=C(C1)C)NC(C1=CC=C(C=C1)S(=O)(=N)C)=O